ClC1=CC=C(N=N1)N1CCOC2=C1C=C(C=C2)O 4-(6-chloropyridazin-3-yl)-2,3-dihydro-1,4-benzoxazin-6-ol